2-methoxyselenophenol COC1=C(C=CC=C1)[SeH]